O1C(OCC1)C=1C=C(C=CC1)C1C(NC(CC1)=O)=O 3-[3-(1,3-dioxolan-2-yl)phenyl]piperidine-2,6-dione